4-(5-(1-(4-methoxyphenyl)-2-methyl-1H-imidazo[4,5-c]quinolin-8-yl)pyrimidin-2-yl)morpholine COC1=CC=C(C=C1)N1C(=NC=2C=NC=3C=CC(=CC3C21)C=2C=NC(=NC2)N2CCOCC2)C